5-(5-((R)-1-(3,5-dimethylpyridazin-4-yl)ethoxy)-1H-indazol-3-yl)-2-((R)-3-(2-hydroxypropan-2-yl)pyrrolidin-1-yl)nicotinonitrile CC=1N=NC=C(C1[C@@H](C)OC=1C=C2C(=NNC2=CC1)C=1C=NC(=C(C#N)C1)N1C[C@@H](CC1)C(C)(C)O)C